C(C1=CC=CC=C1)N1CC(C=C(C1)C=1C=NNC1)O 1-benzyl-5-(1H-pyrazol-4-yl)-1,2,3,6-tetrahydropyridin-3-ol